CC=1N=C(SC1[N+](=O)[O-])NC(=O)C1=C(C=CC=C1)NC(CNC(OCC1C2=CC=CC=C2C=2C=CC=CC12)=O)=O (9H-fluoren-9-yl)methyl (2-((2-((4-methyl-5-nitrothiazol-2-yl)carbamoyl)phenyl)amino)-2-oxoethyl)carbamate